N-(2-chlorobenzyl)-6-{4-[(6-methoxypyridin-3-yl)oxy]piperidin-1-yl}-5-methylpyridazine-3-carboxamide ClC1=C(CNC(=O)C=2N=NC(=C(C2)C)N2CCC(CC2)OC=2C=NC(=CC2)OC)C=CC=C1